C(C)(C)(C)OC(N[C@H]1C[C@@H](OC[C@@H]1O[C@@H](COCC1=CC=CC=C1)C)C(=O)N1[C@H](C2=CC=CC=C2CC1)C1=CC=C(C=C1)F)=O ((2R,4S,5R)-5-(((R)-1-(benzyloxy)propan-2-yl)oxy)-2-((S)-1-(4-fluorophenyl)-1,2,3,4-tetrahydroisoquinoline-2-carbonyl)tetrahydro-2H-pyran-4-yl)carbamic acid tert-butyl ester